O1C(=NC2=C1N=CC=C2)C2=CC=C(C=C2)N(C2=CC=C(C=C2)C=2OC1=C(C2)C=CC=C1)C1=CC=C(C=C1)C1=CC=C(C=C1)C1=CC=CC2=CC=CC=C12 4-(7-azabenzoxazol-2-yl)-phenyl-(4'-(naphthalene-1-yl)-biphenyl-4-yl)-(4-(benzofuran-2-yl)-phenyl)-amine